C1=CC=CC=2C3=CC=CC=C3N(C12)C=1C=C(C=C(C1)C)C1=CC=CC(=C1)F 3-(9H-carbazol-9-yl)-5-methyl-5'-fluoro[1,1'-biphenyl]